3-(benzo[d][1,3]dioxol-5-yl)-3-(7-(2-((4,4-dimethylcyclohexyl)amino)-2-oxoethoxy)naphthalen-2-yl)propanoic acid O1COC2=C1C=CC(=C2)C(CC(=O)O)C2=CC1=CC(=CC=C1C=C2)OCC(=O)NC2CCC(CC2)(C)C